BrC1=CC=C(C=C1)N(C=1C=CC2=C(SC3=C2C=CC=C3)C1)C1=CC=CC=C1 N-(4-bromophenyl)-N-phenyldibenzo[b,d]thiophen-3-amine